N-[(1R)-1-[3-amino-5-(trifluoromethyl)phenyl]ethyl]-1-[3-(4-methyl-1,2,4-triazol-3-yl)phenyl]-6-oxo-pyridine-3-carboxamide NC=1C=C(C=C(C1)C(F)(F)F)[C@@H](C)NC(=O)C1=CN(C(C=C1)=O)C1=CC(=CC=C1)C1=NN=CN1C